CN(C)C(ON1N=NC=2C1=NC=CC2)=[N+](C)C [dimethylamino(triazolo[4,5-b]pyridin-3-yloxy)methylene]-dimethylammonium